2-(2,6-dimethoxypyrimidine-4-carbonyl)-8,8-dimethyl-7-oxo-2-azaspiro[3.5]non-5-ene-6-carbonitrile COC1=NC(=CC(=N1)C(=O)N1CC2(C1)C=C(C(C(C2)(C)C)=O)C#N)OC